C(C1=CC=CC=C1)[C@]1([C@H]([C@@H](O)O[C@@H]([C@]1(O)CC1=CC=CC=C1)COCC1=CC=CC=C1)N=[N+]=[N-])O 3,4,6-O-tri-benzyl-2-deoxy-2-azido-α-D-glucopyranose